OC=1C=C(C#N)C=CC1 3-hydroxy-benzonitrile